BrC1=CC=CC=2C3=C(SC21)C=CC(=C3)Cl 6-bromo-2-chlorodibenzo[b,d]thiophene